N,N'-bis(salicylidene)propanediamine CCC(N=CC1=CC=CC=C1O)N=CC2=CC=CC=C2O